L-Serine-d3 N([C@@](CO)(C(=O)O)[2H])([2H])[2H]